C(C)(C)(C)OC(=O)NC=1C=C(N(C1)C)C(=O)NC=1N=C(N(C1)C)C(=O)NC=1C=C(N(C1)C)C(=O)OC methyl 4-(4-{4-[(tert-butoxycarbonyl)amino]-1-methylpyrrole-2-amido}-1-methylimidazole-2-amido)-1-methylpyrrole-2-carboxylate